[Cl-].CN1C(CC(C2=CC=CC=C12)C[NH2+]C(C)C)=O N-((1-methyl-2-oxo-1,2,3,4-tetrahydroquinolin-4-yl)methyl)propan-2-aminium chloride